C(C)(C)(C)OC(=O)N1CC2(CCC2)CC1 6-azaspiro[3.4]octane-6-carboxylic acid tert-butyl ester